Methyl 3-(3-(2-(2-(2-fluoro-5-((6-fluoro-4-vinyl-1H-indol-5-yl)oxy)phenyl)oxazol-4-yl)-7-((2-methoxy-2-oxoethyl)sulfonyl)-6,6-dimethylheptan-2-yl)phenyl)propanoate FC1=C(C=C(C=C1)OC=1C(=C2C=CNC2=CC1F)C=C)C=1OC=C(N1)C(C)(CCCC(CS(=O)(=O)CC(=O)OC)(C)C)C=1C=C(C=CC1)CCC(=O)OC